2-(7-methoxy-2-methylquinolin-3-yl)acetic acid COC1=CC=C2C=C(C(=NC2=C1)C)CC(=O)O